C=CC[C@@H](C)[C@H]1CC[C@H]2[C@@H]3CC[C@@H]4CCCC[C@]4(C)[C@H]3CC[C@]12C 5β-cholan-23-ene